N(=[N+]=[N-])CCCC=1C(NC(N([C@H]2[C@H](O)[C@H](O)[C@@H](CO)O2)C1)=O)=O 5-(3-azidopropyl)-uridine